The molecule is an unsaturated fatty acyl-CoA that results from the formal condensation of the thiol group of coenzyme A with the carboxy group of (3R,11Z)-3-hydroxyoctadecenoic acid. It is a long-chain fatty acyl-CoA, an unsaturated fatty acyl-CoA and a (R)-3-hydroxyacyl-CoA. It is a conjugate acid of a (3R,11Z)-3-hydroxyoctadecenoyl-CoA(4-). CCCCCC/C=C\\CCCCCCC[C@H](CC(=O)SCCNC(=O)CCNC(=O)[C@@H](C(C)(C)COP(=O)(O)OP(=O)(O)OC[C@@H]1[C@H]([C@H]([C@@H](O1)N2C=NC3=C(N=CN=C32)N)O)OP(=O)(O)O)O)O